ClC1=C(C=CC=C1)N[C@@H]1C=CC([C@@]1(C1=CC=CC=C1)CC(C(N1CCCCC1)=O)(F)F)=O (4r,5r)-4-((2-chlorophenyl)amino)-5-(2,2-difluoro-3-oxo-3-(piperidin-1-yl)propyl)-5-phenylcyclopent-2-en-1-one